C(C1=CC=CC=C1)OCCC(CO[Si](C)(C)C(C)(C)C)CO[Si](C)(C)C(C)(C)C [4-benzyloxy-2-[[tert-butyl(dimethyl)silyl]oxymethyl]butoxy]-tert-butyl-dimethyl-silane